CC[C@]1(C[C@@H](C2=C(C3=C(C=C2[C@H]1C(=O)OC)C(=O)C4=C(C3=O)C(=CC=C4)O)O)O[C@H]5C[C@@H]([C@@H]([C@@H](O5)C)O)N(C)C)O.Cl The molecule is a hydrochloride resulting from the reaction of aclacinomycin T with an equimolar amount of hydrogen chloride. It has a role as an antineoplastic agent and an antimicrobial agent. It contains an aclacinomycin T(1+).